[K].[Mg].[Ca].[Si] Silicon calcium magnesium potassium